COC(=O)[C@H]1NC[C@@H](CC1)NOCC1=CC=CC=C1.C1(=CC=CC=C1)C1(C=CC=C2C3=C4C(=C5C(=C3C=C12)C=CC=C5)C=CC=C4)C4=CC=CC=C4 12,12-diphenyl-dibenzofluorene methyl-(2S,5R)-5-benzyloxyamino-piperidine-2-carboxylate